1-[(1S)-1-(3-chlorophenyl)ethyl]-3-(3-fluoro-1-bicyclo[1.1.1]pentanyl)urea ClC=1C=C(C=CC1)[C@H](C)NC(=O)NC12CC(C1)(C2)F